C(C)(C)(C)[C-]1C=CC=C1.[CH-]1C=CC=C1.[Fe+2] tertiary butyl-ferrocene